((Z)-(tert-butoxyimino)((1s,4s)-4-((3,6-dicyano-1-methyl-2-oxo-1,2-dihydro-1,5-naphthyridin-4-yl)(methyl)amino)cyclohexyl)methyl)benzyl methanesulfonate CS(=O)(=O)OC(C1=CC=CC=C1)\C(\C1CCC(CC1)N(C)C1=C(C(N(C2=CC=C(N=C12)C#N)C)=O)C#N)=N/OC(C)(C)C